Trans-1-[5-chloro-2-[3-methyl-5-(4-pyridin-2-yloxy-cyclohexyl)-1,2,4-triazol-4-yl]phenyl]-N,N-dimethylmethylamine ClC=1C=CC(=C(C1)CN(C)C)N1C(=NN=C1[C@@H]1CC[C@H](CC1)OC1=NC=CC=C1)C